2-CYANOBENZOIC ACID C(#N)C1=C(C(=O)O)C=CC=C1